CC1(C(C2=CC=CC=C2C1=O)=O)C 2,2-dimethyl-indan-1,3-dione